N1(C2=C(OCCC1)N=C1C(=C2)C=CN1)C1=C(C(=O)NS(=O)(=O)C2=CC(=C(C=C2)NCC2(COC2)O)[N+](=O)[O-])C=CC=C1 2-(3,4-dihydro-2H-pyrrolo[3',2':5,6]pyrido[2,3-b][1,4]oxazepin-1(7H)-yl)-N-((4-(((3-hydroxyoxetan-3-yl)methyl)amino)-3-nitrophenyl)sulfonyl)benzamide